(13Z)-13-Octadecen-1-ol acetate C(C)(=O)OCCCCCCCCCCCC\C=C/CCCC